tert-butyl (R)-4-(3-(2,6-bis(benzyloxy)pyridin-3-yl)-1-methyl-1H-indazol-7-yl)-3-methylpiperazine-1-carboxylate C(C1=CC=CC=C1)OC1=NC(=CC=C1C1=NN(C2=C(C=CC=C12)N1[C@@H](CN(CC1)C(=O)OC(C)(C)C)C)C)OCC1=CC=CC=C1